FC=1C=C(C=CC1OC1=CC=NC2=CC(=C(C=C12)OC)OCCCNCC1CC(CCC1)O)NC(=O)C1=C2C(=CN(C1=O)C1=CC=C(C=C1)F)CCO2 N-(3-fluoro-4-((7-(3-(((3-hydroxycyclohexyl)methyl)amino)propoxy)-6-methoxyquinolin-4-yl)oxy)phenyl)-5-(4-fluorophenyl)-6-oxo-2,3,5,6-tetrahydrofuro[3,2-c]pyridine-7-carboxamide